C(C)(C)(C)OOOC(C1=CC=CC=C1)C1=CC=CC=C1 (diphenylmethyl) tert-butyl-peroxy ether